BrC1=CC(=C(C(=O)OC)C(=C1)C1=CCC2(CC2)CC1)F methyl 4-bromo-2-fluoro-6-(spiro[2.5]oct-5-en-6-yl)benzoate